racemic-methyl 6-fluorochroman-2-carboxylate FC=1C=C2CC[C@@H](OC2=CC1)C(=O)OC |r|